(1R,5S)-tert-butyl 3-(7-bromo-2-chloro-6,8-difluoroquinazolin-4-yl)-3,8-diazabicyclo[3.2.1]octane-8-carboxylate BrC1=C(C=C2C(=NC(=NC2=C1F)Cl)N1C[C@H]2CC[C@@H](C1)N2C(=O)OC(C)(C)C)F